4-bromo-4'-(2,6-DIPHENYLPYRIMIDIN-4-yl)-[1,1'-biphenyl]-3-amine BrC1=C(C=C(C=C1)C1=CC=C(C=C1)C1=NC(=NC(=C1)C1=CC=CC=C1)C1=CC=CC=C1)N